C(C)C1=C(C=CC(=C1)OC=1C2=C(N=CN1)NC=C2)N2C(N(CC2=O)C=2C=C(C#N)C=CC2)=O 3-{3-[2-ethyl-4-(7H-pyrrolo[2,3-d]pyrimidin-4-yloxy)phenyl]-2,4-dioxo-1-imidazolidinyl}benzonitrile